OC(C)(C)C=1SC(=CN1)S(=O)(N)=NC(NC1=C2C(=NC3=C1CCC3)C(CC2)=O)=O 2-(2-Hydroxypropan-2-yl)-N'-((3-oxo-1,2,3,5,6,7-hexahydrodicyclopenta[b,e]pyridin-8-yl)carbamoyl)thiazole-5-sulfonimidamide